pyrazolo[5,1-b][1,3]thiazole-7-carboxylic acid S1C=2N(C=C1)N=CC2C(=O)O